ClC1=C(C(=NC=C1)C(C(=O)OCC)C(C1=CC=CC=C1)=O)[N+](=O)[O-] ethyl 2-(4-chloro-3-nitropyridin-2-yl)-3-oxo-3-phenylpropionate